6-((1R,3s,5S,6r)-6-(1-(2,2-Difluoroethyl)-3-(trifluoromethyl)-1H-pyrazol-5-yl)bicyclo[3.1.0]hexan-3-yl)-2-thia-6-azaspiro[3.4]octane 2,2-dioxide FC(CN1N=C(C=C1C1[C@H]2CC(C[C@@H]12)N1CC2(CS(C2)(=O)=O)CC1)C(F)(F)F)F